N1C(=NC2=C1C=CC=C2)CNCCC=2SC=C(N2)C(=O)NCC2=NC=C(C=C2Cl)C(F)(F)F 2-{2-[(1H-1,3-Benzodiazol-2-ylmethyl)amino]ethyl}-N-{[3-chloro-5-(trifluoromethyl)pyridin-2-yl]methyl}-1,3-thiazole-4-carboxamide